CNCCC1=CNC2=CC=CC(=C12)O N-methyl-4-hydroxytryptamine